(3R,4R)-1-cyclohexyl-4-{[5-(2,4-difluoro-phenyl)-isoxazole-3-carbonyl]-amino}-piperidine-3-carboxylic acid [(R)-1-(3-fluoro-pyridin-2-yl)-ethyl]-amide FC=1C(=NC=CC1)[C@@H](C)NC(=O)[C@@H]1CN(CC[C@H]1NC(=O)C1=NOC(=C1)C1=C(C=C(C=C1)F)F)C1CCCCC1